C1(=CC=CC=C1)C1N=COC1C1=CC=CC=C1 4,5-diphenyl-4,5-dihydrooxazole